α-D-glucopyranosyl α-D-glucopyranoside monodecanoate C(CCCCCCCCC)(=O)O.O([C@@H]1[C@H](O)[C@@H](O)[C@H](O)[C@H](O1)CO)[C@@H]1[C@H](O)[C@@H](O)[C@H](O)[C@H](O1)CO